2-[(diphenylmethylidene)amino]-3-[2-(3-methyl-2-oxo-1,3-benzoxazol-5-yl)-1-benzothiophen-6-yl]propanenitrile C1(=CC=CC=C1)C(C1=CC=CC=C1)=NC(C#N)CC1=CC2=C(C=C(S2)C=2C=CC3=C(N(C(O3)=O)C)C2)C=C1